O=C1NC(CC[C@H]1N1C(C2=CC=CC(=C2C1=O)NCC(=O)NCCCCCC(=O)N1CCC(CC1)CNC1=C2N=CN(C2=NC=N1)C1CC(C1)NC(C1=NC(=CC=C1)C)=O)=O)=O N-((1r,3r)-3-(6-(((1-(6-(2-((2-(2,6-dioxopiperidin-3-yl)-1,3-dioxoisoindolin-4-yl)amino)acetamido)hexanoyl)piperidin-4-yl)methyl)amino)-9H-purin-9-yl)cyclobutyl)-6-methylpicolineAmide